CC(C)(OCC1=C(C=CC=C1)B(O)O)C [2-[(1,1-dimethylethoxy)methyl]phenyl]boronic acid